C(C=C)(=O)N[C@H]1C[C@H](CCC1)C(=O)NC1=CC=C(C=C1)NC(C1=NC(=CC=C1)C1=CC=NN1)=O N-(4-((1S,3R)-3-acrylamidocyclohexane-1-carboxamido)phenyl)-6-(1H-pyrazol-5-yl)-picolinamide